(S)-1-(3-(4-(1,2-Dihydroxyethyl)-1-(4-(trifluoromethoxy)phenyl)-1H-pyrazolo[3,4-b]pyridin-3-yl)azetidin-1-yl)-2-fluoroprop-2-en-1-one O[C@H](CO)C1=C2C(=NC=C1)N(N=C2C2CN(C2)C(C(=C)F)=O)C2=CC=C(C=C2)OC(F)(F)F